3,3,4,4,5,5,6,6,7,7,8,8,9,9,10,10,11,11,11-nonadecafluoroundecyl acrylate C(C=C)(=O)OCCC(C(C(C(C(C(C(C(C(F)(F)F)(F)F)(F)F)(F)F)(F)F)(F)F)(F)F)(F)F)(F)F